2-[2-(dimethylamino)ethyl-methyl-amino]-N-(1-naphthyl)-6-(4-prop-2-enoylpiperazin-1-yl)pyrimidine-4-carboxamide CN(CCN(C1=NC(=CC(=N1)C(=O)NC1=CC=CC2=CC=CC=C12)N1CCN(CC1)C(C=C)=O)C)C